[B+3].[Ta+5].ClC1=C(C=CC=C1)OB([O-])[O-].BrC1=C(C(=CC2=C1[C@@H]([C@](O2)(C2=CC=CC=C2)C2NCCC2)OC)F)Cl.ClC2=C(C=CC=C2)OB([O-])[O-].ClC2=C(C=CC=C2)OB([O-])[O-].ClC2=C(C=CC=C2)OB([O-])[O-] 2-((2S,3S)-4-bromo-5-chloro-6-fluoro-3-methoxy-2-phenyl-2,3-dihydrobenzofuran-2-yl)pyrrolidine (chlorophenyl)borate tantalum-boron